C(C)C1=NN=C(O1)[C@]12C[C@H](C[C@H](N1C(=O)NC1=CC(=C(C=C1)C)C1=NC=C(C=N1)F)C2)C (1R,3S,5S)-1-(5-ethyl-1,3,4-oxadiazol-2-yl)-N-(3-(5-fluoropyrimidin-2-yl)-4-methylphenyl)-3-methyl-6-azabicyclo[3.1.1]heptane-6-carboxamide